O=CCCCC(=O)[O-] 5-oxo-pentanoate